3-{3-[(1R,3S)-1-(4-bromo-3-chloro-phenyl)-2-hydroxymethyl-1,3-dimethyl-pentyl]ureido}bicyclo[1.1.1]pentane-1-carboxylic acid methyl ester COC(=O)C12CC(C1)(C2)NC(=O)N[C@@](C([C@H](CC)C)CO)(C)C2=CC(=C(C=C2)Br)Cl